C(CN1C(=NC2=C1C=CC(=C2OC)C(N)=O)C2=CC=C(C=C2C(=O)O)C)N2C(=NC1=C2C=CC(=C1OC)C(N)=O)C1=CC=C(C=C1C(=O)O)C 6,6'-(Ethane-1,2-diylbis(5-carbamoyl-4-methoxy-1H-benzo[d]imidazole-1,2-diyl))bis(3-methylbenzoic acid)